(R)-2-((N-cyclopropylsulfamoyl)amino)-N-(1-(8-ethynyl-1-oxo-2-phenyl-1,2-dihydroisoquinolin-3-yl)ethyl)pyrazolo[1,5-a]pyrimidine-3-carboxamide C1(CC1)NS(=O)(=O)NC1=NN2C(N=CC=C2)=C1C(=O)N[C@H](C)C=1N(C(C2=C(C=CC=C2C1)C#C)=O)C1=CC=CC=C1